O1CCN(CC1)CCC1=CC=C(CSC2=C3CN(C(C3=CC=C2)=O)C2C(NC(CC2)=O)=O)C=C1 3-(4-((4-(2-morpholinoethyl)benzyl)thio)-1-oxoisoindolin-2-yl)piperidine-2,6-dione